C([C@H](O)C1=CC=CC=C1)(=O)O.COC(C[C@@H](CC1=C(C=C(C(=C1)F)F)F)N)=O (3R)-3-amino-4-(2,4,5-trifluorophenyl)butyric acid methyl ester (R)-(-)-mandelate